FC=1C=C2C(NN=C(C2=CC1F)[C@@H](C)N(C(=O)C1=CC2=C(N1)C=C(S2)F)C)=O (R)-N-(1-(6,7-difluoro-4-oxo-3,4-dihydrophthalazin-1-yl)ethyl)-2-fluoro-N-methyl-4H-thieno[3,2-b]pyrrole-5-carboxamide